C1(CC1)C1=NOC(=C1C1=CN=C(O1)[C@@H]1CC12CCN(CC2)S(=O)(=O)N)C (1R)-1-[5-(3-cyclopropyl-5-methylisoxazol-4-yl)-1,3-oxazol-2-yl]-6-azaspiro[2.5]octane-6-sulfonamide